1-hydroxyethyl-3,4-dihydro-2(1H)-quinolinone OC(C)N1C(CCC2=CC=CC=C12)=O